FC(C=1C=C(C=C(C1)C(F)(F)F)[B-](C1=CC(=CC(=C1)C(F)(F)F)C(F)(F)F)(C1=CC(=CC(=C1)C(F)(F)F)C(F)(F)F)C1=CC(=CC(=C1)C(F)(F)F)C(F)(F)F)(F)F.C(CCCCCCC)OC1=CC=C(C=C1)[S+](C1=CC=CC=C1)C1=CC=CC=C1 (4-octyloxyphenyl)diphenylsulfonium tetrakis(3,5-bis(trifluoromethyl)phenyl)borate